C1(CC1)CCN1[C@@H](C2=C(CC1)NC=N2)C=2SC1=C(N2)C=CC=C1 (S)-2-(5-(2-cyclopropylethyl)-4,5,6,7-tetrahydro-1H-imidazo[4,5-c]pyridin-4-yl)benzo[d]thiazole